C(C)C1=C(C=CC=C1)NC1N(C(=NC(=N1)N)N1CCOCC1)C1=CC=C(C=C1)OC N-(2-Ethylphenyl)-N1-(4-methoxyphenyl)-6-morpholin-4-yl-[1,3,5]triazine-2,4-diamine